N1=NC=CC2=C1OC1=C2N=CN=C1N pyrimido[4',5':4,5]Furano[2,3-c]Pyridazin-8-amine